ClC=1C(=C(C(=O)O)C=CC1C(F)(F)F)C1CCOC2=CC(=CC=C12)F Chloro-2-(7-fluorochroman-4-yl)-4-(trifluoromethyl)benzoic acid